methyl 2-(5-cyclopropyl-4-(4-(2,5-dioxopyrrolidin-1-yl)phenyl)thiazol-2-ylamino)-5-(trifluoromethyl)nicotinate C1(CC1)C1=C(N=C(S1)NC1=C(C(=O)OC)C=C(C=N1)C(F)(F)F)C1=CC=C(C=C1)N1C(CCC1=O)=O